NC=1C(=NC(=NC1C)C)C(=O)OC methyl 5-amino-2,6-dimethyl-pyrimidine-4-carboxylate